BrC#CCC(C1=C(C=CC(=C1)F)OCOC)C=1CN(C=CC1)C 3-(4-Bromo-1-(5-fluoro-2-(methoxymethoxy)phenyl)but-3-yn-1-yl)-1-methylpyridine